2-(4-{[2-(piperidin-1-yl)ethyl]amino}phthalazin-1-yl)-5-(trifluoromethyl)phenol N1(CCCCC1)CCNC1=NN=C(C2=CC=CC=C12)C1=C(C=C(C=C1)C(F)(F)F)O